L-proline-15N [15NH]1[C@@H](CCC1)C(=O)O